ClC=1C(=CC=2N(N1)C=CN2)C 6-chloro-7-methylimidazo[1,2-b]pyridazine